C(C)(C)(C)OC(=O)N1C(=C(C2=CC(=CC=C12)Cl)C(C)C)C=1C=C(C=2N(C1)N=CN2)C 5-chloro-3-isopropyl-2-(8-methyl-[1,2,4]triazolo[1,5-a]pyridin-6-yl)-1H-indole-1-carboxylic acid tert-butyl ester